BrC1CCNCC1 4-bromopiperidine